CC=1N=CC2=C(N1)N(C(C(=C2)O[C@@H]2COCC2)=O)C 2,8-dimethyl-6-(((S)-tetrahydrofurane-3-yl)oxy)pyrido[2,3-d]pyrimidin-7(8H)-one